(3R,5R)-3,5-bis((tert-butyldimethylsilyl)oxy)cyclohexane-1-carbaldehyde [Si](C)(C)(C(C)(C)C)O[C@@H]1CC(C[C@H](C1)O[Si](C)(C)C(C)(C)C)C=O